(2-(ethylamino)-4-methoxyphenyl)-5,6,7,8-tetrahydronaphthalene-2-ol C(C)NC1=C(C=CC(=C1)OC)C1=C(C=CC=2CCCCC12)O